N1(CCC1)C=1C=C(C=CC1)N1C(=C2C(N(N=CC2=C1C)C1=CC=NC=C1)=O)C 6-(3-(azetidin-1-yl)phenyl)-5,7-dimethyl-2-(pyridin-4-yl)-2,6-dihydro-1H-pyrrolo[3,4-d]pyridazin-1-one